FC(CCI)(C(C(C(CCI)(F)F)(F)F)(F)F)F 3,3,4,4,5,5,6,6-octafluoro-1,8-diiodooctane